BrCC=CC(=O)O 4-bromobutenoic acid